(2S,11aR)-2-hydroxy-8-methyl-6-(pyrrolidin-1-yl)-2,3,11,11a-tetrahydro-1H,5H-benzo[f]pyrrolo[2,1-c][1,4]oxazepine-5-one O[C@H]1C[C@@H]2COC3=C(C(N2C1)=O)C(=CC(=C3)C)N3CCCC3